(S)-2-amino-3-(3-(2,2-difluorobenzo[d][1,3]dioxolan-4-yl)phenyl)propanoic acid N[C@H](C(=O)O)CC1=CC(=CC=C1)C1=CC=CC=2OC(OC21)(F)F